BrC1=C(C=C(C=C1)[N+](=O)[O-])S(=O)(=O)N1CCC1 1-(2-bromo-5-nitro-phenyl)sulfonyl-azetidine